(3-hydroxyazetidin-1-yl)(p-tolyl)methanone OC1CN(C1)C(=O)C1=CC=C(C=C1)C